6-(pyrimidin-2-yl)-1,2,3,4-tetrahydroisoquinoline N1=C(N=CC=C1)C=1C=C2CCNCC2=CC1